(S)-3-(3-chloro-4-fluorophenyl)-1-(2-hydroxyethyl)-1-((1-oxo-1,2-dihydroisoquinolin-4-yl)methyl)urea ClC=1C=C(C=CC1F)NC(N(CC1=CNC(C2=CC=CC=C12)=O)CCO)=O